CN1N=CC(=C1NC(O[C@H](C)C1=C(C=CC=C1)F)=O)C1=NC(=C(C=C1)[N+](=O)[O-])C (R)-1-(2-fluorophenyl)ethyl (1-methyl-4-(6-methyl-5-nitropyridin-2-yl)-1H-pyrazol-5-yl)carbamate